O=C1NC(CCC1N1C(N(C2=C1C=CC(=C2)CCCN2CCN(CC2)CC2=CC=C(C=C2)NC(OC(C)(C)C)=O)C)=O)=O tert-butyl N-[4-[[4-[3-[1-(2,6-dioxo-3-piperidyl)-3-methyl-2-oxo-benzimidazol-5-yl] propyl]piperazin-1-yl]methyl]phenyl]carbamate